FC1CN(CCC1OC1=C(C=C(N)C=C1)C(F)(F)F)C 4-((3-FLUORO-1-METHYLPIPERIDIN-4-YL)OXY)-3-(TRIFLUOROMETHYL)ANILINE